P([O-])(=O)(OP(=O)([O-])[O-])OC[C@@H]1[C@H]([C@H]([C@@H](O1)N1C=NC=2C(N)=NC=NC12)O)O.[Na+].[Na+].[Na+] sodium adenosine 5'-diphosphate